ClC1=CC=C(C=C1)NC1(C(NCC1)=O)C(=O)OC methyl 3-((4-chlorophenyl) amino)-2-oxopyrrolidine-3-carboxylate